NC1=NS(NC2=C1C(=CC=C2)OCC(C(=O)NCCC)(C)C)(=O)=O 3-[(4-amino-2,2-dioxido-1H-2,1,3-benzothiadiazin-5-yl)oxy]-2,2-dimethyl-N-propylpropanamide